C(C#C)CCOC(=O)NCCCC[C@H](N)C(=O)O N6-((propargylethoxy)-carbonyl)-L-lysine